9-(3'-(9H-carbazol-9-yl)-[1,1'-biphenyl]-3-yl)-9H-pyrido[2,3-b]indole C1=CC=CC=2C3=CC=CC=C3N(C12)C=1C=C(C=CC1)C1=CC(=CC=C1)N1C2=C(C3=CC=CC=C13)C=CC=N2